[Si](C)(C)(C(C)(C)C)OCCN1C=CC=2C=NC=C(C21)N 1-(2-((tert-butyldimethylsilyl)oxy)ethyl)-1H-pyrrolo[3,2-c]pyridin-7-amine